10-[3-(1-naphthyl)phenyl]anthracene-9-boronic acid C1(=CC=CC2=CC=CC=C12)C=1C=C(C=CC1)C1=C2C=CC=CC2=C(C2=CC=CC=C12)B(O)O